OCCCC[C@@H]1CC[C@H](CC1)NC(OC(C)(C)C)=O tert-Butyl (trans-4-(4-hydroxybutyl)cyclohexyl)carbamate